3-(methylsulfinyl)benzamide CS(=O)C=1C=C(C(=O)N)C=CC1